(2s)-2-{(3s)-1-[(2-cyclopropyl-4-ethynylphenyl)methyl]piperidin-3-yl}propane-1,2-diol C1(CC1)C1=C(C=CC(=C1)C#C)CN1C[C@H](CCC1)[C@](CO)(C)O